BrC=1C=C(C=CC1F)C(CC1=NN=CN1C)(C)C 3-(2-(3-Bromo-4-fluorophenyl)-2-methylpropyl)-4-methyl-4H-1,2,4-triazole